N-[3-fluoro-4-({7-[3-(3-hydroxy-3-methylazetidin-1-yl)propoxy]-6-methoxyquinolin-4-yl}oxy)phenyl]-5-(4-fluorophenyl)-6-oxo-2,3,5,6-tetrahydrofuro[3,2-c]pyridine-7-carboxamide FC=1C=C(C=CC1OC1=CC=NC2=CC(=C(C=C12)OC)OCCCN1CC(C1)(C)O)NC(=O)C1=C2C(=CN(C1=O)C1=CC=C(C=C1)F)CCO2